BrC1=C(C2=C(N(N=N2)CCO)C=C1)C 2-(5-bromo-4-methyl-1H-benzotriazol-1-yl)ethan-1-ol